3-(7-(2,3-dichloro-6-methoxyphenyl)imidazo[1,2-a]pyridin-2-yl)-2,5-dihydro-1H-pyrrole-1-carboxylate ClC1=C(C(=CC=C1Cl)OC)C1=CC=2N(C=C1)C=C(N2)C=2CN(CC2)C(=O)[O-]